acetylphenylisocyanate C(C)(=O)C1=C(C=CC=C1)N=C=O